ClC1=NC=2N(C3=C1CCN3CC3=CC=C(C=C3)OC)N=CC2C(=O)OCC Ethyl 5-chloro-8-p-methoxybenzyl-7,8-dihydro-6H-pyrazolo[1,5-a]pyrrolo[3,2-e]pyrimidine-3-carboxylate